4-(chloromethyl)-2-methyl-1-nitrobenzene ClCC1=CC(=C(C=C1)[N+](=O)[O-])C